N-(4-chloro-2-fluoro-5-(2-(methylamino)-8,9-dihydroimidazo[1',2':1,6]pyrido[2,3-d]pyrimidin-6-yl)phenyl)-4-(trifluoromethyl)picolinamide ClC1=CC(=C(C=C1C1=CC2=C(N=C(N=C2)NC)N2C1=NCC2)NC(C2=NC=CC(=C2)C(F)(F)F)=O)F